NC1=NC=C(C=C1O[C@H](C)C=1C=C(C=CC1)NC(=O)C=1C=CC2=C(S(C=C2)(=O)=O)C1)Cl (R)-N-(3-(1-((2-amino-5-chloropyridin-3-yl)oxy)ethyl)-phenyl)benzo[b]thiophene-6-carboxamide 1,1-dioxide